isononyl mercaptan C(CCCCCC(C)C)S